Cl.CN(C12CNCC2CC1)C N,N-Dimethyl-3-azabicyclo[3.2.0]heptan-1-amine hydrochloride